C[Si]1(CCC(CC1)N1C(=CC2=C1N=C(S2)C2=C(C=CC=C2)C)C(=O)N)C (1,1-dimethylsilinan-4-yl)-2-(o-tolyl)-4H-pyrrolo[2,3-d]thiazole-5-carboxamide